FC(OC=1C=C(C=NC1)CN1N=CC2=NC=C(C=C21)C2=CC(=C(C=C2)F)C(F)F)F 1-[[5-(Difluoromethoxy)-3-pyridyl]methyl]-6-[3-(difluoromethyl)-4-fluoro-phenyl]pyrazolo[4,3-b]pyridine